7-methyl-2,3-dihydrobenzo[b]oxepin-8-ol CC1=CC2=C(OCCC=C2)C=C1O